dodecyl sulphate S(=O)(=O)(OCCCCCCCCCCCC)[O-]